dimethyl-2-hydroxyacrylammonium chloride [Cl-].C[NH+](C(=O)C(=C)O)C